FC(C(=O)O)(F)F.FC(C(=O)O)(F)F.N1N=CC(=C1)NC1=NC(=NC2=CC=C(C(=C12)OCC(F)F)C)C=1C=C(OCC(=O)NC(C)(C)C)C=CC1 2-(3-(4-((1H-pyrazol-4-yl)amino)-5-(2,2-difluoroethoxy)-6-methylquinazolin-2-yl)phenoxy)-N-(tert-butyl)acetamide BisTrifluoroacetic Acid Salt